Cl.C(CC)OC=1C=C2CCC=C(C2=CC1)CN (6-propoxy-3,4-dihydronaphthalen-1-yl)methylamine, hydrochloride